F[C@@H]1C[C@H]2CC(CN2C1)=C (2r,7ar)-2-fluoro-6-methylenetetrahydro-1H-pyrrolizine